2-(3-(bromomethyl)-4-methoxyphenyl)-2-methylpropanenitrile BrCC=1C=C(C=CC1OC)C(C#N)(C)C